C(C)(=O)N1C(=CC2=NC(=C(C=C21)C)N)CNC(C)=O N-((1-acetyl-5-amino-6-methyl-1H-pyrrolo[3,2-b]pyridin-2-yl)methyl)acetamide